ClC=1C=C2C(C(=CN(C2=CC1N1[C@H](C[C@@H](C1)F)COC1=NC=CC=C1Cl)C1=NC=CN=C1)C(=O)OCC)=O ethyl 6-chloro-7-((2R,4S)-2-(((3-chloropyridin-2-yl)oxy)methyl)-4-fluoropyrrolidin-1-yl)-4-oxo-1-(pyrazin-2-yl)-1,4-dihydroquinoline-3-carboxylate